6-(cyclopropylmethyl)-1-isobutyl-1,7-dihydro-4H-pyrazolo[3,4-d]Pyrimidin-4-one C1(CC1)CC1=NC(C2=C(N1)N(N=C2)CC(C)C)=O